(S,E)-1-Amino-2-(1-(2-cyano-4-methylpent-2-enoyl)pyrrolidin-2-yl)-4-(4-((4-methylpyridin-2-yl)carbamoyl)phenyl)-1H-imidazol-5-carboxamid NN1C(=NC(=C1C(=O)N)C1=CC=C(C=C1)C(NC1=NC=CC(=C1)C)=O)[C@H]1N(CCC1)C(\C(=C\C(C)C)\C#N)=O